(R)-5-methyl-1-(1-(4-(1-methylazepan-4-yl)benzyl)-1H-indol-5-yl)-1H-pyrazole-3-carboxamide CC1=CC(=NN1C=1C=C2C=CN(C2=CC1)CC1=CC=C(C=C1)[C@H]1CCN(CCC1)C)C(=O)N